[Si](C)(C)(C(C)(C)C)OCCN1C(C=CC(=C1)OC1=C(C=C(C=C1Cl)N1C(=CC=C1C)C)Cl)=O 1-(2-((tert-butyldimethylsilyl)oxy)ethyl)-5-(2,6-dichloro-4-(2,5-dimethyl-1H-pyrrol-1-yl)phenoxy)pyridin-2(1H)-one